N(=[N+]=[N-])CCCCCCNC1=C2CN(C(C2=CC=C1)=O)C1C(NC(CC1)=O)=O 3-(4-((6-azidohexyl)amino)-1-oxoisoindolin-2-yl)piperidine-2,6-dione